silane phosphate P(=O)(O)(O)O.[SiH4]